FC1=CC=C(C=C1)S(=O)OC methyl (4-fluoro)-benzenesulfinate